2-Acetyl-5-chloropentanoic acid ethyl ester C(C)OC(C(CCCCl)C(C)=O)=O